O1CCC2=C1C=CC=C2 2,3-DIHYDROBENZOFURANE